FC1=CC=C(C=C1)N(C(=O)C1CCOCC1)C=1C=C2C=NN(C2=CC1CC1=CC=C(C(=O)OC)C=C1)C(C(C)(C)C)=O methyl 4-((5-(N-(4-fluorophenyl)tetrahydro-2H-pyran-4-carboxamido)-1-pivaloyl-1H-indazol-6-yl)methyl)benzoate